methyl 4-methyl-4-(1-methylpyrazol-4-yl)-1,3-dihydroisoquinoline-2-carboxylate CC1(CN(CC2=CC=CC=C12)C(=O)OC)C=1C=NN(C1)C